C(C)OC(CCCOC1=C(C=C(C=C1F)C1=CC=CC=2CC(OC21)(C)C)F)=O 4-[4-(2,2-dimethyl-2,3-dihydro-benzofuran-7-yl)-2,6-difluoro-phenoxy]-butyric acid ethyl ester